NC=1C=C2C(=NC1)NN=C2C(=O)NC2=CC=C(C=C2)N2CCN(CC2)C 5-amino-N-(4-(4-methylpiperazin-1-yl)phenyl)-1H-pyrazolo[3,4-b]pyridine-3-carboxamide